2-amino-2-(3-(4-(biphenyl-4-ylmethyl)piperazin-1-yl)propyl)-6-boronohexanoic acid NC(C(=O)O)(CCCCB(O)O)CCCN1CCN(CC1)CC1=CC=C(C=C1)C1=CC=CC=C1